OC1=C(C=C(C=C1Br)S(=O)(=O)O)Br 4-hydroxy-3,5-dibromobenzenesulfonic acid